ClC1=NC=C(C(=N1)C1=NC=NN1C)F 2-chloro-5-fluoro-4-(1-methyl-1H-1,2,4-triazol-5-yl)pyrimidine